NC1=C(C(N(C2=CC(=CC=C12)C(F)(F)F)CC1=CC=CC=C1)=O)C(=O)N 4-amino-1-benzyl-2-oxo-7-(trifluoromethyl)-1,2-dihydroquinolin-3-carboxamide